N-(5-chloro-6-(2H-1,2,3-triazol-2-yl)pyridin-3-yl)-5-cyano-3,4-dihydroquinoline-1(2H)-carboxamide ClC=1C=C(C=NC1N1N=CC=N1)NC(=O)N1CCCC2=C(C=CC=C12)C#N